1-(4-(5-Chloro-7-fluoro-6-(3-methoxynaphthalen-1-yl)benzo[c]isothiazol-3-yl)piperazin-1-yl)prop-2-en-1-one ClC1=CC=2C(=NSC2N2CCN(CC2)C(C=C)=O)C(=C1C1=CC(=CC2=CC=CC=C12)OC)F